N-(4-((2-(1,1-difluoroethyl)pyrimidin-4-yl)amino)-5-(pyrimidin-2-yl)pyridin-2-yl)acetamide FC(C)(F)C1=NC=CC(=N1)NC1=CC(=NC=C1C1=NC=CC=N1)NC(C)=O